ONC(COC1=CC=C(C=C1)N(C1=NC=NC2=CC=CC=C12)C)=O N-hydroxy-2-(4-(methyl-(4-quinazolinyl)amino)phenoxy)acetamide